4-(((Z)-3-cyclohexyl-5-((Z)-5-fluoro-2-oxoindoline-3-ylidene)-4-oxothiazolidin-2-ylidene)amino)benzenesulphonamide C1(CCCCC1)N1/C(/S\C(\C1=O)=C\1/C(NC2=CC=C(C=C12)F)=O)=N/C1=CC=C(C=C1)S(=O)(=O)N